(3S,4r,5R)-1-(4-(3-chloro-2-fluorophenyl)but-2-yl)piperidine-3,4,5-triol ClC=1C(=C(C=CC1)CCC(C)N1C[C@@H](C([C@@H](C1)O)O)O)F